FC1(CC(C1)N1C(=NC2=NC=C(C=C21)C=2C=CN1N=C(N=CC12)N[C@@H]1CC[C@@H](CC1)N1CCOCC1)C)F 5-(1-(3,3-difluorocyclobutyl)-2-methyl-1H-imidazo[4,5-b]pyridin-6-yl)-N-(cis-4-morpholinocyclohexyl)pyrrolo[2,1-f][1,2,4]triazin-2-amine